FC1=C(C(=O)N[C@@H](C(=O)N2CCC3(CC2)C(CN(C(C3)=O)C)C3=CC=C(C=C3)OC)C(C)C)C=C(C=C1)C(F)(F)F 2-fluoro-N-((2R)-1-(7-(4-methoxyphenyl)-9-methyl-10-oxo-3,9-diazaspiro[5.5]undecan-3-yl)-3-methyl-1-oxobutan-2-yl)-5-(trifluoromethyl)benzamide